5-chloro-2,6-bis-(1H-pyrazol-1-yl)pyrimidin-4-amine ClC=1C(=NC(=NC1N1N=CC=C1)N1N=CC=C1)N